C(N)(=O)[C@H]1N2C(N([C@H](C=C1C)C2)O[C@@H](C(=O)[O-])F)=O (R)-2-(((2s,5R)-2-carbamoyl-3-methyl-7-oxo-1,6-diazabicyclo[3.2.1]oct-3-en-6-yl) oxy)-2-fluoroacetate